C(C=1C(C(=O)O)=CC(C(=O)O)=CC1)(=O)OC(C=1C=C(C(C(=O)OC(C=2C(C(=O)O)=CC(C(=O)O)=CC2)=O)=CC1)C(=O)O)=O ditrimellitic dianhydride